4-[3-bromo-4-[(2,4-difluorobenzyl)oxy]-6-methyl-2-oxopyridin-1(2H)-yl]benzamide BrC=1C(N(C(=CC1OCC1=C(C=C(C=C1)F)F)C)C1=CC=C(C(=O)N)C=C1)=O